CNC(=O)C1=CC=C(C(=N1)C(F)(F)F)N1CCN(CC1)CC=1C=C(NC(C1)=O)NC(OCC)=O ethyl (4-((4-(6-(methylcarbamoyl)-2-(trifluoromethyl)pyridin-3-yl)piperazin-1-yl)methyl)-6-oxo-1,6-dihydropyridin-2-yl)carbamate